C(C)(C)(C)OC(=O)N1CCN(CC1)C1=NC=C(C(=N1)NC1=CC(=C(C=C1)[N+](=O)[O-])C(F)(F)F)OC 4-(5-methoxy-4-((4-nitro-3-(trifluoromethyl)phenyl)amino)pyrimidin-2-yl)piperazine-1-carboxylic acid tert-butyl ester